(4R)-4-(4-iodophenyl)oxazolidin-2-one IC1=CC=C(C=C1)[C@H]1NC(OC1)=O